O-((9H-fluoren-9-yl)methyl) O-((R)-1-(4-methoxypyridin-1-ium-2-yl)ethyl) (R)-phosphorothioate [P@@](OCC1C2=CC=CC=C2C=2C=CC=CC12)(O[C@H](C)C1=[NH+]C=CC(=C1)OC)([O-])=S